C(C1CO1)CCC[Si](OC)(OC)OC gamma-(2,3-epoxypropyl)propyl-trimethoxysilane